C1(CCCC1)N1C(=CC2=C1N=C(N=C2)NC2=NC=C(C=C2)C2CCN(CC2)C2CCN(CC2)CCC2=CC=C(C=C2)C2C(NC(CC2)=O)=O)C(=O)N(C)C 7-cyclopentyl-2-((5-(1'-(4-(2,6-dioxopiperidin-3-yl)phenethyl)-[1,4'-bipiperidin]-4-yl)pyridin-2-yl)amino)-N,N-dimethyl-7H-pyrrolo[2,3-d]pyrimidine-6-carboxamide